N1=C(C=CC=C1)OC1CCC(CC1)C=1NC(=NN1)N 5-(4-(pyridin-2-yloxy)cyclohexyl)-4H-1,2,4-triazol-3-amine